OC1C(N(CCC1)C(C(C)SC)=O)C=1NC(=CN1)C1=CC=C(C=C1)CO 1-(3-hydroxy-2-(5-(4-(hydroxymethyl)phenyl)-1H-imidazol-2-yl)piperidin-1-yl)-2-(methylthio)propan-1-one